N1N=CC2=C(C=CC=C12)CN1N=CC2=C(C1=O)N(C1=C2SC(=N1)CCS(=O)(=O)N)C ((6-((1H-indazol-4-yl)methyl)-4-methyl-5-oxo-5,6-dihydro-4H-thiazolo[5',4':4,5]pyrrolo[2,3-d]pyridazin-2-yl)methyl)methanesulfonamide